methyl (2E)-3-{5-[2-(trimethylsilyl)ethynyl]pyridin-2-yl}prop-2-enoate C[Si](C#CC=1C=CC(=NC1)/C=C/C(=O)OC)(C)C